FC1=C(C#N)C(=CC=C1N1[C@H](CCCC1)CO)[N+](=O)[O-] (R)-2-fluoro-3-(2-(hydroxymethyl)piperidin-1-yl)-6-nitrobenzonitrile